ClC1=CC=C2C(=NC(N(C2=C1)C=1C=NNC1)=O)NC 7-Chloro-4-(methylamino)-1-(1H-pyrazol-4-yl)quinazolin-2(1H)-one